CNC1=NC2=CC=C(C=C2C(=N1)N1CCC2(CCN(CC2)CC2=CC=C(C=C2)NS(=O)(=O)CC)CC1)CC(F)(F)F N-(4-((9-(2-(methylamino)-6-(2,2,2-trifluoroethyl)quinazolin-4-yl)-3,9-diazaspiro[5.5]undecan-3-yl)methyl)phenyl)ethanesulfonamide